(4-hydroxyphenyl)methyl-(2-methylbenzyl)sulfonium hexafluoroantimonate F[Sb-](F)(F)(F)(F)F.OC1=CC=C(C=C1)C[SH+]CC1=C(C=CC=C1)C